OC1=C(C=C(C(=C1)O)C(C)C)C1=NN=C(N1C1=CC=C(CN2CCC(CC2)C=O)C=C1)O (1-(4-(3-(2,4-dihydroxy-5-isopropylphenyl)-5-hydroxy-4H-1,2,4-triazol-4-yl)benzyl)piperidin-4-yl)methanone